N-propargyl-5-((2-amino-3-fluoropyridin-4-yl)methyl)-2-((4-methoxy-2-fluorophenyl)amino)-3,4-difluorobenzamide C(C#C)NC(C1=C(C(=C(C(=C1)CC1=C(C(=NC=C1)N)F)F)F)NC1=C(C=C(C=C1)OC)F)=O